FC1=C(OC=2C(=NC3=CC=CC=C3N2)C(=O)NC=2CC(C=CC2)=S(=O)=O)C=CC(=C1)F 3-(2,4-difluorophenoxy)-N-(3-sulfonylphenyl)quinoxaline-2-carboxamide